C(C1=CC=CC=C1)OC(=O)N[C@@H](CC(=O)OC(CC(C)(C)C)(C)C)COC tert-butyltert-butyl (3S)-3-[[(benzyloxy)carbonyl]amino]-4-methoxybutanoate